1-(10-(Methacryloyloxy)-18-methoxy-18-oxo-octadecan-9-yl)-3-benzyl-1H-imidazolium iodid [I-].C(C(=C)C)(=O)OC(C(CCCCCCCC)N1C=[N+](C=C1)CC1=CC=CC=C1)CCCCCCCC(=O)OC